C(C)(C)(C)C1=NN=C(O1)C(=O)N[C@H](C)C1=C(C=C(C=C1)C1=NC=NN2C1=CC(=C2)N2CCOCC2)Cl (R)-5-(tert-butyl)-N-(1-(2-chloro-4-(6-morpholinopyrrolo[2,1-f][1,2,4]triazin-4-yl)phenyl)ethyl)-1,3,4-oxadiazole-2-carboxamide